methyl (2r,3s)-4-azido-2-(((benzyloxy) carbonyl) amino)-3-hydroxybutyrate N(=[N+]=[N-])C[C@@H]([C@H](C(=O)OC)NC(=O)OCC1=CC=CC=C1)O